2-Chlorobenzonitrile ClC1=C(C#N)C=CC=C1